ClC1=C(C(=CC=C1)Cl)N1C=2N(C3=C(C1=O)C=NC(=N3)NC3=CC=C1C(CN(CC1=C3)CC(F)(F)F)(C)C)C=CN2 6-(2,6-dichlorophenyl)-2-{[4,4-dimethyl-2-(2,2,2-trifluoroethyl)-1,2,3,4-tetrahydroisoquinolin-7-yl]amino}imidazo[1,2-a]pyrimido[5,4-e]pyrimidin-5(6H)-one